tert-butyl (R)-((8-bromochroman-4-yl)methyl)carbamate BrC=1C=CC=C2[C@@H](CCOC12)CNC(OC(C)(C)C)=O